L-proline, carbonate salt C(O)(O)=O.N1[C@@H](CCC1)C(=O)O